ClC=1C=C(C(=O)NC2(COC2)C)C=CC1F 3-chloro-4-fluoro-N-(3-methyloxetan-3-yl)benzamide